BrC1=C2C=CC(=NC2=CC=C1)C#N 5-bromoquinoline-2-carbonitrile